C1N(CC[C@H]2CCCC[C@@H]12)C(CN1C(C2=CC(=CC=C2C1)C1=NC(=NC=C1Cl)NC1CCOCC1)=O)=O 2-{2-[(4aR,8aR)-decahydroisoquinolin-2-yl]-2-oxoethyl}-6-{5-chloro-2-[(oxacyclohex-4-yl)amino]pyrimidin-4-yl}-2,3-dihydro-1H-isoindol-1-one